COC(=O)C1=NC(=C(N=C1NC1=CC=C(C=C1)N1CCOCC1)C(F)F)C=1C2=C(C=NC1)N(C=N2)C.C(CCCCCCCCC)C(CNC(CCNC(C=C)=O)=O)CCCCCCCCCCCC N-(3-((2-decyltetradecyl)amino)-3-oxopropyl)acrylamide Methyl-5-(difluoromethyl)-6-(3-methylimidazo[4,5-c]pyridin-7-yl)-3-(4-morpholinoanilino)pyrazine-2-carboxylate